tert-Butyl(3-(4-methyl-3-((1-(naphthalen-1-yl)cyclopropyl)carbamoyl)phenoxy) propyl) carbamate C(N)(OCCC(OC1=CC(=C(C=C1)C)C(NC1(CC1)C1=CC=CC2=CC=CC=C12)=O)C(C)(C)C)=O